norpinene-2-propionaldehyde C12=C(CCC(C1)C2)CCC=O